C(CCCCCCCCCCC)N(CCN)CCCCCCCCCCCC N1,N1-Didodecylethan-1,2-diamine